2-[4-[(E)-3-(2-Hydroxyphenyl)-3-oxoprop-1-enyl]phenyl]-N-naphthalen-1-ylacetamide OC1=C(C=CC=C1)C(/C=C/C1=CC=C(C=C1)CC(=O)NC1=CC=CC2=CC=CC=C12)=O